ClC=1C=CC=C2C=C(C=NC12)C1=CC=CC=C1 8-chloro-3-phenylquinoline